3-aminodihydrothiophene NC1CSC=C1